FC1=C(C=C(C=N1)NC(=O)C1=C(N(C(=C1C)C(C(=O)NC1CCC(CC1)O)=O)C)C)C N-(6-fluoro-5-methylpyridin-3-yl)-5-(2-(((1r,4r)-4-hydroxycyclohexyl)amino)-2-oxoacetyl)-1,2,4-trimethyl-1H-pyrrole-3-carboxamide